ClC1=C(CNC2=NS(C3=C(N2)C(=CC=C3)OC3=C(C=CC=C3)Cl)(=O)=O)C=CC=C1C 3-((2-chloro-3-methylbenzyl)amino)-5-(2-chlorophenoxy)-4H-benzo[e][1,2,4]thiadiazine 1,1-dioxide